C1(CCCC1)NC1CC2(CN(C2)C(=O)OC(C)(C)C)C1 tert-butyl 6-(cyclopentylamino)-2-azaspiro[3.3]heptane-2-carboxylate